FC(C1=NN=C(O1)C1=CC=2N(C=C1)C=C(N2)CN(C(=O)C2CN(C2)CC)C2=CC(=CC=C2)F)F N-((7-(5-(difluoromethyl)-1,3,4-oxadiazol-2-yl)imidazo[1,2-a]pyridin-2-yl)methyl)-1-ethyl-N-(3-fluorophenyl)azetidine-3-carboxamide